2-[1-[(4-tert-butylphenyl)methyl]-5-oxopyrrolidin-2-yl]-N-(2-ethylhexyl)acetamid C(C)(C)(C)C1=CC=C(C=C1)CN1C(CCC1=O)CC(=O)NCC(CCCC)CC